O=C[C@H](O)[C@@H](O)[C@@H](O)[C@H](O)C(=O)OC methyl galacturonate